C(C1=CC=CC=C1)C1(C[C@@H]2[C@@H](CN(C2)CC(O)C2=NC=C(C=N2)O)C1)O {2-[(3aR,5R,6aS)-5-benzyl-5-hydroxy-octahydrocyclopenta[c]pyrrol-2-yl]-1-hydroxyethyl}pyrimidin-5-ol